N-(1-(tert-butylsulfonyl)-1H-indol-6-yl)-4-((2-hydroxyethyl)sulfonyl)-2-(6-azaspiro[2.5]octan-6-yl)benzamide C(C)(C)(C)S(=O)(=O)N1C=CC2=CC=C(C=C12)NC(C1=C(C=C(C=C1)S(=O)(=O)CCO)N1CCC2(CC2)CC1)=O